C1(=CC=CC=C1)C1=C2C=CC=CC2=CC2=CC=CC=C12 10-phenyl-anthracene